N1C=C(C2=CC=CC=C12)NC1=CC(=NC=N1)NCC#N 2-((6-((1H-indol-3-yl)amino)pyrimidin-4-yl)amino)acetonitrile